4-amino-N-cyclopropyl-N-((4-(difluoromethoxy)-5-ethynylpyridin-2-yl)methyl)-1-methyl-1H-pyrazolo[4,3-c]quinoline-8-carboxamide NC1=NC=2C=CC(=CC2C2=C1C=NN2C)C(=O)N(CC2=NC=C(C(=C2)OC(F)F)C#C)C2CC2